[OH-].C(CCCCCCCCC)[N+](CCCS(=O)(=O)O)(C)C decyl-dimethyl-(3-sulfopropyl)ammonium hydroxide